4-acryloyloxyPhenylisocyanate C(C=C)(=O)OC1=CC=C(C=C1)N=C=O